(4-(difluoromethyl)-2-((S)-1-hydroxyethyl)oxazol-5-yl)((R)-4-(7-methylpyrazolo[1,5-a]pyridin-2-yl)-6,7-dihydro-1H-imidazo[4,5-c]pyridin-5(4H)-yl)methanone FC(C=1N=C(OC1C(=O)N1[C@H](C2=C(CC1)NC=N2)C2=NN1C(C=CC=C1C)=C2)[C@H](C)O)F